CC(=CCC/C(=C/C=C/C(=C/C=C/C(=C/C=C/C=C(\\C)/C=C/C=C(\\C)/C=C/C=C(\\C)/C=C/CC(C)(C)O)/C)/C)/C)C The molecule is a carotenol having the structure of rhodopin with two hydrogen atoms abstracted from the C(3)-C(4) bond to form an extra trans double bond. It has a role as a bacterial metabolite. It is a carotenol and a tertiary alcohol. It derives from a rhodopin.